C(C)(=O)NCC12CC(C1)(C2)C(C(=O)N)N2N=C(N1C(C2=O)=CC2=C1SC=C2)C(C)C [3-(acetamidomethyl)bicyclo[1.1.1]pentan-1-yl]-2-(8-isopropyl-5-oxothieno[3',2':4,5]pyrrolo[1,2-d][1,2,4]triazin-6(5H)-yl)acetamide